1-(4-(4-amino-7-cyclopropyl-7H-pyrrolo[2,3-d]pyrimidin-5-yl)-2-methyl-2,3-dihydro-benzofuran-7-yl)-3-(4-((4-methylpiperazin-1-yl)methyl)-3-(trifluoromethyl)phenyl)urea NC=1C2=C(N=CN1)N(C=C2C2=CC=C(C1=C2CC(O1)C)NC(=O)NC1=CC(=C(C=C1)CN1CCN(CC1)C)C(F)(F)F)C1CC1